CC=1C=C(N=NC1)C#N 5-methylpyridazine-3-carbonitrile